(2R,3R,4R,5S)-1-{2-[(1-{2-[(4-azido-2-nitrophenyl)amino]ethyl}azetidin-3-yl)oxy]ethyl}-2-(hydroxymethyl)piperidine-3,4,5-triol N(=[N+]=[N-])C1=CC(=C(C=C1)NCCN1CC(C1)OCCN1[C@@H]([C@H]([C@@H]([C@H](C1)O)O)O)CO)[N+](=O)[O-]